tert-Butyl 4-(2-chloro-5-fluoropyrimidin-4-yl)piperazine-1-carboxylate ClC1=NC=C(C(=N1)N1CCN(CC1)C(=O)OC(C)(C)C)F